ClC1=C(C=CC(=C1F)F)C1N=C(NC(=C1C(=O)OCC)C1CCC(CC1)C=1C=NN(C1)C(C)CC(=O)OC)C=1SC=CN1 Ethyl 4-(2-chloro-3,4-difluorophenyl)-6-(4-(1-(4-methoxy-4-oxobutan-2-yl)-1H-pyrazol-4-yl)cyclohexyl)-2-(thiazol-2-yl)-1,4-dihydropyrimidine-5-carboxylate